9,10-anthracenedicarboxaldehyde bis[(4,5-dihydro-1H-imidazol-2-yl)hydrazone] N1C(=NCC1)NN=CC=1C2=CC=CC=C2C(=C2C=CC=CC12)C=NNC=1NCCN1